BrC1=CC2=C(C=3N(C(N2CC2=CC=C(C=C2)Cl)=O)C=C(N3)CC(C)C)N=C1 8-bromo-6-(4-chlorobenzyl)-2-(2-methylpropyl)imidazo[1,2-c]pyrido[2,3-e]pyrimidin-5(6H)-one